[3-[4-(3-Cyclopropyl-5-methyl-pyrazol-1-yl)phenyl]azetidin-1-yl]-[(3S)-3-(1H-1,2,4-triazol-5-yl)pyrrolidin-1-yl]methanone tert-butyl-(2-chloroethyl)carbamate C(C)(C)(C)N(C(O)=O)CCCl.C1(CC1)C1=NN(C(=C1)C)C1=CC=C(C=C1)C1CN(C1)C(=O)N1C[C@H](CC1)C1=NC=NN1